C(N)(=O)C1=CC(=NC2=C1N=CN=C2N[C@@H]2CN(CCC2(F)F)C(=O)OC(C)(C)C)C2=CC=C(C=C2)CO tert-butyl (3R)-3-([8-carbamoyl-6-[4-(hydroxymethyl)phenyl]pyrido[3,2-d]pyrimidin-4-yl]amino)-4,4-difluoropiperidine-1-carboxylate